4-(nonanoyloxy)benzene-1-sulfonic acid sodium salt [Na+].C(CCCCCCCC)(=O)OC1=CC=C(C=C1)S(=O)(=O)[O-]